Sodium (2SR,5RS)-N'-benzoyl-7-oxo-6-(sulfooxy)-1,6-diazabicyclo[3.2.1]octane-2-carbohydrazide C(C1=CC=CC=C1)(=O)NNC(=O)[C@H]1N2C(N([C@H](CC1)C2)OS(=O)(=O)O)=O.[Na] |r|